5-phenylthiazole-2,4-diamine hydrobromide Br.C1(=CC=CC=C1)C1=C(N=C(S1)N)N